BrC1=CC(=NC=C1)NC(C1=CC=C(C=C1)C)=O N-(4-bromopyridine-2-yl)-4-methylbenzamide